1-(6-chloro-3-(4-propionylpiperazine-1-carbonyl)quinolin-4-yl)-4-methylpiperidine-4-carbonitrile ClC=1C=C2C(=C(C=NC2=CC1)C(=O)N1CCN(CC1)C(CC)=O)N1CCC(CC1)(C#N)C